CN1N=CC(=C1C)S(=O)(=O)N1CCC(CC1)C=1C(=CC=2N(C1)N=CN2)C 6-(1-((1,5-dimethyl-1H-pyrazol-4-yl)sulfonyl)piperidin-4-yl)-7-methyl-[1,2,4]triazolo[1,5-a]pyridine